2-({2-[4-(2-hydroxyethoxy)pyridin-2-yl]-5,5-dimethyl-5H,6H,7H-cyclopenta[d]pyrimidin-4-yl}(methyl)amino)-N-(6-methylpyridin-3-yl)acetamide OCCOC1=CC(=NC=C1)C=1N=C(C2=C(N1)CCC2(C)C)N(CC(=O)NC=2C=NC(=CC2)C)C